C1(CC1)C1=CC=C(C=C1)C1(COC1)N1N=CC2=C(C=CC(=C12)C(=O)NC1CC2(CC(C2)C(=O)O)C1)C#CC (Sa)-6-(1-(3-(4-cyclopropylphenyl)oxetan-3-yl)-4-(propane-1-yn-1-yl)-1H-indazole-7-carboxamido)spiro[3.3]heptane-2-carboxylic acid